CN(C=1C=C(SC1)OB(O)O)C (4-(dimethylamino)thiophene-2-yl)boric acid